C1(=CC=CC=C1)C=CC=CC 5-phenyl-penta-2,4-diene